((1S,2R,3R,4S)-1-(aminomethyl)-2,3-dihydroxy-6,8-dioxabicyclo[3.2.1]oct-4-yl)imidazolidinone NC[C@@]12[C@@H]([C@@H]([C@@H](C(OC1)O2)N2C(NCC2)=O)O)O